bis(2-chloroethyl)sulfane ClCCSCCCl